FC1(C[C@@]12C[C@@]1(C[C@@H](CN1C2)F)CO)F ((1R,6'S,7a'R)-2,2,6'-trifluorodihydro-1'H,3'H-spiro[cyclopropan-1,2'-pyrrolizin]-7a'(5'H)-yl)methanol